(3-(((2-chloro-5-((1-(trifluoromethyl)-1H-pyrazol-4-yl)ethynyl)pyridin-4-yl)amino)methyl)oxetan-3-yl)methanol ClC1=NC=C(C(=C1)NCC1(COC1)CO)C#CC=1C=NN(C1)C(F)(F)F